4-(2-chloro-7,7-dimethyl-5,6,7,8-tetrahydroquinazolin-4-yl)naphthalen-2-ol benzyl-(S)-3-(4-(tert-butoxycarbonyl)piperazine-1-carbonyl)-3,4-dihydroisoquinoline-2(1H)-carboxylate C(C1=CC=CC=C1)[C@@H]1N(C(CC2=CC=CC=C12)C(=O)N1CCN(CC1)C(=O)OC(C)(C)C)C(=O)OC1=CC2=CC=CC=C2C(=C1)C1=NC(=NC=2CC(CCC12)(C)C)Cl